1-(2-vinylbenzyl)-1H-indene C(=C)C1=C(CC2C=CC3=CC=CC=C23)C=CC=C1